CCCCCCCCCCCCCCCCCC(=O)OC[C@H](COP(=O)(O)OC[C@H](CO)O)OC(=O)CCCCCCCCCCC/C=C\C/C=C\CCCCC 1-octadecanoyl-2-(13Z,16Z-docosadienoyl)-glycero-3-phospho-(1'-sn-glycerol)